COC1=CC=C2C=NN(C2=C1NS(=O)(=O)C=1C=NN(C1)C1=NC(=CC(=C1)C)N1CCN(CC1)C)C N-(6-METHOXY-1-METHYL-1H-INDAZOL-7-YL)-1-(4-METHYL-6-(4-METHYLPIPERAZIN-1-YL)PYRIDIN-2-YL)-1H-PYRAZOLE-4-SULFONAMIDE